Butyldiglycidylether CCCCC1(CO1)COCC2CO2